((2S,4S)-1,5-diamino-4-hydroxy-1,5-dioxopent-2-yl)carbamic acid benzyl ester C(C1=CC=CC=C1)OC(N[C@H](C(=O)N)C[C@@H](C(=O)N)O)=O